[Si](C1=CC=CC=C1)(C1=CC=CC=C1)(C(C)(C)C)OC1C(COC1)(C)N1CCC(CC1)C=1C=C2C=C(N=CC2=CC1Cl)N 6-(1-(4-((tert-butyldiphenylsilyl)oxy)-3-methyltetrahydrofuran-3-yl)piperidin-4-yl)-7-chloroisoquinolin-3-amine